OCC=O 2-hydroxy-ethanone